5-chloro-4-(2-(iodomethyl)-4,5,6,7-tetrahydropyrazolo[1,5-a]pyridin-3-yl)-1-(3-methoxy-3-oxopropyl)-3-methyl-1H-indole-2-carboxylic acid methyl ester COC(=O)C=1N(C2=CC=C(C(=C2C1C)C=1C(=NN2C1CCCC2)CI)Cl)CCC(=O)OC